methyl 6-bromo-2-(1-(tert-butoxycarbonyl) piperidin-4-yl)-4H-thieno[3,2-b]pyrrole-5-carboxylate BrC=1C2=C(NC1C(=O)OC)C=C(S2)C2CCN(CC2)C(=O)OC(C)(C)C